6-ethynyl-4-(2-methoxyphenyl)pyridine-3-carboxylic acid C(#C)C1=CC(=C(C=N1)C(=O)O)C1=C(C=CC=C1)OC